(R)-3-(6-(3-chloro-1H-pyrrolo[2,3-b]pyridin-5-yl)-2-((S)-tetrahydrofuran-3-carbonyl)-1,2,3,4-tetrahydroisoquinolin-8-yl)morpholine-4-carboxylic acid tert-butyl ester C(C)(C)(C)OC(=O)N1[C@@H](COCC1)C=1C=C(C=C2CCN(CC12)C(=O)[C@@H]1COCC1)C=1C=C2C(=NC1)NC=C2Cl